(E)-3-(4-Hydroxyphenyl)-1-(4-propan-2-yloxyphenyl)prop-2-en-1-one OC1=CC=C(C=C1)/C=C/C(=O)C1=CC=C(C=C1)OC(C)C